N-(3-isopropylphenyl)-4-(2-(4-(N-phenylpropionamido)piperidin-1-yl)benzyl)piperazine-1-carboxamide C(C)(C)C=1C=C(C=CC1)NC(=O)N1CCN(CC1)CC1=C(C=CC=C1)N1CCC(CC1)N(C(CC)=O)C1=CC=CC=C1